FC=1C=C(C=CC1)S(=O)(=O)N1C=CC=2C1=CN=CC2C2=CC=C(C#N)C=C2 4-{1-[(3-Fluorophenyl)sulfonyl]-1H-pyrrolo[2,3-c]pyridin-4-yl}benzonitrile